CC1=NC=C(C(=C1)C)OC[C@@]1([C@@H](C1)C(=O)NC1=NC=C(C=C1)F)C1=CC(=CC=C1)F (1R,2S)-2-(((2,4-dimethylpyridin-5-yl)oxy)methyl)-2-(3-fluorophenyl)-N-(5-fluoropyridin-2-yl)cyclopropanecarboxamide